2,2,6,6-tetramethyl-1-piperidyl-oxygen CC1(N(C(CCC1)(C)C)[O])C